CN1C(=NC=C1)S(=O)(=O)N1CCCC1 1-((1-methyl-1H-imidazol-2-yl)sulfonyl)pyrrolidine